C(=O)(O)C(CP(C1=CC=CC=C1)(C1=CC=CC=C1)=O)CC(=O)O 2,3-dicarboxypropyldiphenylphosphine oxide